OCCOC=1C=CC=2N(C1)N=CC2C2CCN(CC2)C(=O)OC(C)(C)C tert-butyl 4-(6-(2-hydroxyethoxy)pyrazolo[1,5-a]pyridin-3-yl)piperidine-1-carboxylate